6-oxo-1,2-dihydropyrimidine-4-carboxamide O=C1C=C(NCN1)C(=O)N